N[C@H]1CCC=2C=3C1=C1C(=NC3C=C(C2C)Cl)C2=CC3=C(C(N2C1)=O)COC([C@]3(O)CC)=O (1S,9S)-1-amino-9-ethyl-5-chloro-9-hydroxy-4-methyl-1,2,3,9,12,15-hexahydro-10H,13H-Benzo[de]pyrano[3',4':6,7]indolizino[1,2-b]quinoline-10,13-dione